2-[(2S)-2-aminobutyl]-3-bromo-5-chloro-N-[(1,3-thiazol-2-yl)methyl]thieno[3,2-b]pyridin-7-amine N[C@H](CC1=C(C2=NC(=CC(=C2S1)NCC=1SC=CN1)Cl)Br)CC